butyl-(((3aR,4R,6R,6aS)-6-(2,4-dichloro-5-iodo-7H-pyrrolo[2,3-d]pyrimidin-7-yl)-2,2-dimethyltetrahydro-4H-cyclopenta[d][1,3]dioxol-4-yl)methyl)carbamate C(CCC)OC(NC[C@H]1C[C@H]([C@@H]2OC(O[C@@H]21)(C)C)N2C=C(C1=C2N=C(N=C1Cl)Cl)I)=O